FC=1C=2N(C=C(C1)NC(=O)C=1C=CC(=C3N=CC=NC13)N1CC(N(CC1)C(=O)OC(C)(C)C)C)C=C(N2)C tert-butyl 4-[8-({8-fluoro-2-methylimidazo[1,2-a]pyridin-6-yl} carbamoyl) quinoxalin-5-yl]-2-methylpiperazine-1-carboxylate